C(C)(C)(C)OC(CC[C@H](NC(=O)OC(C)(C)C)C(=O)O)=O t-butoxycarbonyl-L-glutamic acid-5-tert-butyl ester